ClC=1C=NC2=C(C=CC=C2C1Cl)S(=O)(=O)NC1=C(C=CC=C1)C#CC=1C=CC(=NC1)C(=O)O 5-{2-[2-(3,4-dichloroquinoline-8-sulfonamido)phenyl]ethynyl}pyridine-2-carboxylic acid